C(C)N(CC(=O)[O-])C(NC1CCC(CC1)N[C@@H]1C[C@@H](N(C2=CC=CC=C12)C(CC)=O)C)=O ethyl(((1R,4r)-4-(((2S,4R)-2-methyl-1-propionyl-1,2,3,4-tetrahydroquinolin-4-yl)amino)cyclohexyl)carbamoyl)glycinate